(tert-Butyldimethylsilanyloxy)-3-chloroisoquinoline-2(1H)-carbaldehyde [Si](C)(C)(C(C)(C)C)OC1N(C(=CC2=CC=CC=C12)Cl)C=O